diphenyl-(2,4,6-trimethylbenzoyl)-phenylphosphine oxide C1(=CC=CC=C1)C=1C(=C(C=CC1)P(C(C1=C(C=C(C=C1C)C)C)=O)=O)C1=CC=CC=C1